rac-(1S,2S)-2-(5-chloropyridin-3-yl)cyclopropane-1-carboxylic acid ClC=1C=C(C=NC1)[C@@H]1[C@H](C1)C(=O)O |r|